(4-phenylbicyclo[2.2.2]octan-1-yl)methanol C1(=CC=CC=C1)C12CCC(CC1)(CC2)CO